C(C)(C)(C)OC(=O)N[C@H]1CSC2=C(N(C1=O)CC1=CC=C(C=C1)Cl)C=C(C(=C2)F)C(=O)O (3R)-3-(tert-butoxycarbonylamino)-5-[(4-chlorophenyl)methyl]-8-fluoro-4-oxo-2,3-dihydro-1,5-benzothiazepine-7-Formic acid